2-(2-(7-azaspiro[3.5]non-2-yl)imidazo[1,2-a]pyridin-7-yl)-3,4-dichlorophenol C1C(CC12CCNCC2)C=2N=C1N(C=CC(=C1)C1=C(C=CC(=C1Cl)Cl)O)C2